ICCC1OC(OC1)(C)C 4-(2-iodoethyl)-2,2-dimethyl-1,3-dioxolane